[Zn+2].[NH+]1=CC=CC=C1.[Zn+2] zinc pyridinium zinc